C(C)OC1=NC=C(C(=N1)NC=1C2=C(NN1)C(N(C2)C(=O)N2C[C@@H]1N(CC2)CCC1)(C)C)F [3-(2-ethoxy-5-fluoro-pyrimidin-4-yl-amino)-6,6-dimethyl-4,6-dihydro-1H-pyrrolo[3,4-c]pyrazol-5-yl]-(R)-hexahydro-pyrrolo[1,2-a]pyrazin-2-yl-methanone